ClC1=C(C(=CC=C1)F)C1(CC1)C#N 1-(2-chloro-6-fluoro-phenyl)cyclopropanecarbonitrile